C(=O)C1=CC=C(C=C1)N1N=C2C(N=CC=C2C2=CC(=C(C=C2)CNC(OC(C)(C)C)=O)C)=C1 tert-butyl N-[[4-[2-(4-formylphenyl)pyrazolo[4,3-b]pyridin-7-yl]-2-methyl-phenyl]methyl]carbamate